chloro-4''-((3-fluoropyridin-2-yl)methoxy)-3-(2-hydroxypropan-2-yl)-5',6''-dimethyl-2H,2''H-[1,2':4',1''-terpyridin]-2,2''-dione ClC1=C(C(N(C=C1)C1=NC=C(C(=C1)N1C(C=C(C=C1C)OCC1=NC=CC=C1F)=O)C)=O)C(C)(C)O